(1aR,5aR)-2-(2,4-Difluoro-phenyl)-1a,2,5,5a-tetrahydro-1H-2,3-diaza-cyclopropa[a]pentalene-4-carboxylic Acid [1-(6-Methoxy-pyridin-3-yl)-1-methyl-ethyl]-amide COC1=CC=C(C=N1)C(C)(C)NC(=O)C=1C=2C[C@@H]3[C@H](C2N(N1)C1=C(C=C(C=C1)F)F)C3